[Na].[Na].C(CCCCCCCCCCCCCCCCC)N monostearylamine, disodium salt